4-hydroxy-5-methoxy-[1,10]phenanthroline-3-carboxylic acid ethylester C(C)OC(=O)C=1C=NC2=C3N=CC=CC3=CC(=C2C1O)OC